F[B-](F)(F)F.C(C1=CC=CC=C1)C=1NC=C[N+]1C benzyl-3-methylimidazolium tetrafluoroborate